(2S)-N-(2,6-xylyl)-2-piperidinecarboxamide C1(=C(C=CC=C1C)C)NC(=O)[C@H]1NCCCC1